C(#N)C=1N(C2=C(C=CC(=C2C1)OC)F)CCNC1=CC(=NC=N1)C1=CC(=C(C=C1)S(=O)(=O)N)OCC 4-{6-[2-(2-Cyano-7-fluoro-4-methoxy-indol-1-yl)-ethylamino]-pyrimidin-4-yl}-2-ethoxy-benzenesulfonamid